2-(tert-butoxycarbonylamino)-4-[methyl-[2-[2-(5,6,7,8-tetrahydro-1,8-naphthyridin-2-yl)ethyl]cyclopropyl]amino]butanoic acid C(C)(C)(C)OC(=O)NC(C(=O)O)CCN(C1C(C1)CCC1=NC=2NCCCC2C=C1)C